C(COCCS)OCCS 2,2'-(1,2-ethanediyl-dioxy)bis-ethanethiol